ClCCCC(CC(CC(CC(CC(CC(CCCC(OC)OC(CCCC(CC(CC(CC(CC(CC(CCCCl)C)C)C)C)C)C)OC)C)C)C)C)C)C 17-chloro-4,6,8,10,12,14-hexamethylheptadecylmethoxymethyl ether